6-(4-ethoxy-2-methylphenyl)pyrazine-2-carboxylic acid C(C)OC1=CC(=C(C=C1)C1=CN=CC(=N1)C(=O)O)C